3-[(2R)-2-(benzenesulfonamido)-2-(1,3-benzothiazol-2-yl)ethyl]-N'-hydroxy-benzamidine C1(=CC=CC=C1)S(=O)(=O)N[C@H](CC=1C=C(C(=NO)N)C=CC1)C=1SC2=C(N1)C=CC=C2